C(C)(C)(C)OC(=O)N1CC2=CC(=CC=C2CC1)C(N(C)C)=O.C(C)(C)(C)NC(C1=C(C(=CC=C1N1N=CC=C1)B1OC(C(O1)(C)C)(C)C)C)=O N-(tert-butyl)-2-methyl-6-(1H-pyrazol-1-yl)-3-(4,4,5,5-tetramethyl-1,3,2-dioxaborolan-2-yl)benzamide tert-Butyl-7-(dimethylcarbamoyl)-3,4-dihydroisoquinoline-2(1H)-carboxylate